C(C)(C)(C)OC(NCCOCCOCCOCCNC(C(F)(F)F)=O)=O.ClC=1C=CC(=NC1)CC1(CCNCC1)OC 5-chloro-2-[(4-methoxy-4-piperidinyl)methyl]pyridine tert-butyl-N-[2-(2-{2-[2-(2,2,2-trifluoroacetamido)ethoxy]ethoxy}ethoxy)ethyl]carbamate